N-(4-methyl-3-(4,4,5,5-tetramethyl-1,3,2-dioxaborolan-2-yl)phenyl)-3-(2,2,2-trifluoroethyl)pyrrolidine-1-carboxamide CC1=C(C=C(C=C1)NC(=O)N1CC(CC1)CC(F)(F)F)B1OC(C(O1)(C)C)(C)C